ClC1=C(C(=CC=C1)F)N1CCC(CC1)N1C(N(C=2C([C@@H]1C)=CN(N2)C)CC2=C(C=CC=C2)C2CC2)=O (S)-5-[1-(2-Chloro-6-fluoro-phenyl)-piperidin-4-yl]-7-(2-cyclopropyl-benzyl)-2,4-dimethyl-2,4,5,7-tetrahydro-pyrazolo[3,4-d]pyrimidin-6-on